1,16-Hexadecanedithiol C(CCCCCCCCCCCCCCCS)S